The molecule is an omega-hydroxy fatty acid ascaroside obtained by formal condensation of the alcoholic hydroxy group of (2E)-7-hydroxyhept-2-enoic acid with ascarylopyranose (the alpha anomer). It is a metabolite of the nematode Caenorhabditis elegans. It has a role as a Caenorhabditis elegans metabolite. It is an alpha,beta-unsaturated monocarboxylic acid and an omega-hydroxy fatty acid ascaroside. It derives from a (2E)-7-hydroxyhept-2-enoic acid. It is a conjugate acid of an oscr#7(1-). C[C@H]1[C@@H](C[C@H]([C@@H](O1)OCCCC/C=C/C(=O)O)O)O